FC1=C(OC2=CC=NC3=CC(=C(C=C23)OC)OCCN(C(OC(C)(C)C)=O)C)C(=CC(=C1)NC(=O)C=1C=NC(=CC1OC)NCCOC)F Tert-Butyl N-(2-{[4-(2,6-Difluoro-4-{4-Methoxy-6-[(2-Methoxyethyl)Amino]Pyridine-3-Amido}Phenoxy)-6-Methoxyquinolin-7-yl]Oxy}ethyl)-N-Methylcarbamate